C[C@H]1NC(C2=C(C=3C=4C=CC(=NC4C=CC3S2)C2=C(N=NC(=C2)C=C)C(=O)OC)NC1)=O methyl (R)-4-(10-methyl-8-oxo-9,10,11,12-tetrahydro-8H-[1,4]diazepino[5',6':4,5]thieno[3,2-f]quinolin-3-yl)-6-vinylpyridazine-3-carboxylate